ethyl 2-(l-N-methyl-5-[(tert-butoxy)carbonyl]-4H,5H,6H,7H-pyrazolo[1,5-a]pyrazine-3-amidocyclopropyl)pyrimidine-4-carboxylate CN(C(=O)C=1C=NN2C1CN(CC2)C(=O)OC(C)(C)C)C2(CC2)C2=NC=CC(=N2)C(=O)OCC